3-(4-((4-morpholinobutyl)thio)-1-oxoisoindolin-2-yl)piperidine-2,6-dione O1CCN(CC1)CCCCSC1=C2CN(C(C2=CC=C1)=O)C1C(NC(CC1)=O)=O